ClC1=C(C=CC=C1)C(CCO)NC1=NC(=NC(=N1)NC)N1C(CN(CC1)C(C1=CC=C(C=C1)F)=O)C(=O)NCC1C(NCC1)=O 1-(4-((1-(2-Chlorophenyl)-3-hydroxypropyl)amino)-6-(methylamino)-1,3,5-triazin-2-yl)-4-(4-fluorobenzoyl)-N-((2-oxopyrrolidin-3-yl)methyl)piperazine-2-carboxamide